Trichloro-(3,3,3-trifluoropropyl)silane Cl[Si](CCC(F)(F)F)(Cl)Cl